C1(CCCCC1)NCCCCCCCCCCCCN N-cyclohexyldodecane-1,12-diamine